2,2-di(methyl)-4,5-difluoro-1,3-dioxole CC1(OC(=C(O1)F)F)C